5-amino-8-(2,6-dimethyl-4-pyridinyl)-2-[2-(1-methylimidazol-2-yl)ethyl]-7-phenyl-[1,2,4]triazolo[4,3-c]pyrimidin-3-one NC1=NC(=C(C=2N1C(N(N2)CCC=2N(C=CN2)C)=O)C2=CC(=NC(=C2)C)C)C2=CC=CC=C2